1-chloro-N-[6-(2,2-difluoroethoxy)-5-fluoro-2-methoxy-3-pyridyl]isoquinoline-5-sulfonamide ClC1=NC=CC=2C(=CC=CC12)S(=O)(=O)NC=1C(=NC(=C(C1)F)OCC(F)F)OC